(S)-3-(((6-(methyl(4-(tetrahydro-2H-pyran-4-yl)phenyl)amino)-1,2,3,4-tetra-hydroisoquinolin-1-yl)methyl)amino)isonicotinic acid CN(C=1C=C2CCN[C@@H](C2=CC1)CNC1=C(C(=O)O)C=CN=C1)C1=CC=C(C=C1)C1CCOCC1